2,6-dimethoxy-4-[7-(6-methylpyridazin-3-yl)imidazo[1,2-a]pyridin-3-yl]-N-(2,2,2-trifluoroethyl)benzamide COC1=C(C(=O)NCC(F)(F)F)C(=CC(=C1)C1=CN=C2N1C=CC(=C2)C=2N=NC(=CC2)C)OC